C1(=CC=CC=C1)C1=NC(=NC(=N1)C=1C=C2C=3C=C(C=CC3N(C2=CC1)C1=NC=CC=C1)N1C2=CC=CC=C2C=2C=CC=CC12)C=1C=C2C=3C=C(C=CC3N(C2=CC1)C1=NC=CC=C1)N1C2=CC=CC=C2C=2C=CC=CC12 6,6''-(6-phenyl-1,3,5-triazine-2,4-diyl)bis(9-(pyridin-2-yl)-9H-3,9'-bicarbazole)